ClC=1C=C(C=2N(C1)C=C(N2)C(=O)N[C@H]2[C@H](C[C@@H](CC2)O)F)C2=C(C=CC=C2)OCC(F)(F)F 6-chloro-N-((1R,2S,4R)-2-fluoro-4-hydroxycyclohexyl)-8-(2-(2,2,2-trifluoroethoxy)phenyl)imidazo[1,2-a]pyridine-2-carboxamide